dihydro-3H-2-benzazepin-1-one C1(NCCCC2=C1C=CC=C2)=O